6-(2-((4-Methoxy-3-((methylsulfonyl)methyl)phenyl)amino)pyrimidin-4-yl)-4,4-dimethyl-3,4-Dihydroisoquinolin COC1=C(C=C(C=C1)NC1=NC=CC(=N1)C=1C=C2C(CN=CC2=CC1)(C)C)CS(=O)(=O)C